C(C)C=1C=NC(=NC1)N1CCC(CC1)CCOCC1=C(C=C(C=C1)CC(=O)C1CC(C1)CNC[C@@H]([C@H]([C@@H]([C@@H](CO)O)O)O)O)F 2-[4-[2-[1-(5-ethylpyrimidin-2-yl)-4-piperidyl]ethoxymethyl]-3-fluoro-phenyl]-1-[3-[[[(2S,3R,4R,5R)-2,3,4,5,6-pentahydroxyhexyl]amino]methyl]-cyclobutyl]ethanone